C(=C=C)[Pd] allenyl-palladium